(R)-N-(5-(3-cyano-4-(3-methylmorpholino)quinolin-6-yl)-2-methoxypyridin-3-yl)methanesulfonamide trans-farnesyl-diphosphate methyl-2-(6-methoxynaphthalen-2-yl)propionate COC(C(C)C1=CC2=CC=C(C=C2C=C1)OC)=O.C(C=C(C)CCC=C(C)CCC=C(C)C)OP(O)(=O)OP(=O)(O)O.C(#N)C=1C=NC2=CC=C(C=C2C1N1[C@@H](COCC1)C)C=1C=C(C(=NC1)OC)NS(=O)(=O)C